C(C)OC(C1=C(C(=CC(=C1)N)F)C=1C=NC(=CC1)C(F)(F)F)=O 5-amino-3-fluoro-2-[6-(trifluoromethyl)pyridin-3-yl]benzoic acid ethyl ester